C(#N)C(CCC(=O)O)C 4-cyanopentanoic acid